CC1=C(C=NC=2OCCN(C21)C(=O)OC(C)(C)C)N2CC=1N=C(N=CC1CC2)NC2=CC=C(C=C2)N2CCC(CC2)OC(F)(F)F tert-butyl 8-methyl-7-[2-({4-[4-(trifluoromethoxy)piperidin-1-yl]phenyl}amino)-5H,6H,7H,8H-pyrido[3,4-d]pyrimidin-7-yl]-1H,2H,3H-pyrido[2,3-b][1,4]oxazine-1-carboxylate